4-hydroxybutyl 3-phenylpropanoate C1(=CC=CC=C1)CCC(=O)OCCCCO